C(C1=CC=CC=C1)OC(=O)[N-]S(=O)(=O)N1C(=C(C=C1)Br)C(=O)OCC1=CC=CC=C1.[Na+] Sodium [(benzyloxy)carbonyl]({2-[(benzyloxy)carbonyl]-3-bromo-1H-pyrrol-1-yl}sulfonyl)azanide